C(CCCCCCCCCCCCCCCCC)(=O)NC1=CC=C(C=C1)O 4-octadecanoylamino-phenol